C(CC)OC(C(C(=O)OCCC)=CC1=CC(=CC=C1)OCC)=O 3-ethoxybenzylidene-malonic acid dipropyl ester